1-(4,4-difluoropyrrolidin-3-yl)-N,N-dimethylmethylamine FC1(C(CNC1)CN(C)C)F